COC1=CC=C(C2=C1NC(=N2)NC(=O)N2CCC1(CCNC1=O)CC2)C=2C=NN(C2)C N-[7-methoxy-4-(1-methyl-1H-pyrazol-4-yl)-1H-1,3-benzodiazol-2-yl]-1-oxo-2,8-diazaspiro[4.5]decane-8-carboxamide